BrC1=CC2=C(C=C1)C1=C(C(N(C(CO1)(C(=O)N[C@@H](C)C1=CC=CC=C1)C)CCOC)=O)O2 8-bromo-4-(2-methoxyethyl)-3-methyl-5-oxo-N-((S)-1-phenylethyl)-2,3,4,5-tetrahydrobenzofuro[2,3-f][1,4]oxazepine-3-carboxamide